OCCN1C(SC(C1=O)CC(=O)O)C1=CC=CC=C1 [3-(2-hydroxyethyl)-4-oxo-2-phenyl-thiazolidin-5-yl]-acetic acid